N1(CC1)C(C(C)C1=C(C(=CC=C1)C(C)C)O)=O 1-(aziridin-1-yl)-2-(2-hydroxy-3-isopropylphenyl)propan-1-one